oleylbiotin C(CCCCCCC\C=C/CCCCCCCC)C(C(O)=O)CCC[C@@H]1SC[C@@H]2NC(=O)N[C@H]12